ClC1=C(C=CC=C1)C1=CC(=CC2=C1NC(=NS2(=O)=O)NCC2=NC=CC=C2F)F 5-(2-chlorophenyl)-7-fluoro-3-(((3-fluoropyridin-2-yl)methyl)amino)-4H-benzo[e][1,2,4]thiadiazine 1,1-dioxide